CCCCCC/C=C\\CCCCCCCC(=O)SCCNC(=O)CCNC(=O)[C@@H](C(C)(C)COP(=O)(O)OP(=O)(O)OC[C@@H]1[C@H]([C@H]([C@@H](O1)N2C=NC3=C(N=CN=C32)N)O)OP(=O)(O)O)O The molecule is a long-chain fatty acyl-CoA that results from the formal condensation of the thiol group of coenzyme A with the carboxy group of palmitoleic acid. It is an 11,12-saturated fatty acyl-CoA and a hexadecenoyl-CoA. It derives from a palmitoleic acid. It is a conjugate acid of a palmitoleoyl-CoA(4-).